[6Li] The molecule is the stable isotope of lithium with relative atomic mass 6.015122, 7.5 atom percent natural abundance and nuclear spin 1.